2-Fluoro-4-methyl-5-nitrobenzonitrile FC1=C(C#N)C=C(C(=C1)C)[N+](=O)[O-]